4-(2-(4-bromo-2-fluorophenyl)-1-methoxypropan-2-yl)thiazol-2-amine BrC1=CC(=C(C=C1)C(COC)(C)C=1N=C(SC1)N)F